C(C)(C)(C)OC([C@@H](NC(=O)OCC1=CC=CC=C1)CCC(NCC1=CC=CC=C1)=O)=O.COC=1C=C(C=CC1[N+](=O)[O-])N1CCOCC1 4-(3-methoxy-4-nitrophenyl)morpholine Tert-butyl-N5-benzyl-N2-((benzyloxy)carbonyl)-L-glutaminate